COC(=O)C1C2(C(=C(C(C1[N+](=O)[O-])(C2=O)C2=CC=CC=C2)C2=CC=CC=C2)C2=CC=CC=C2)C2=CC=CC=C2 3-nitro-7-oxo-1,4,5,6-tetraphenyl-bicyclo[2.2.1]hept-5-ene-2-carboxylic acid methyl ester